NCCN1C(=NC=C1)C 1-(2-aminoethyl)-2-methylimidazole